N-(1-cyclopropyl-6-fluoro-2-(4-fluorophenyl)-5-benzimidazolyl)-5-(4-trifluoromethylphenyl)-1,3,4-thiadiazol-2-amine C1(CC1)N1C(=NC2=C1C=C(C(=C2)NC=2SC(=NN2)C2=CC=C(C=C2)C(F)(F)F)F)C2=CC=C(C=C2)F